5-((2-nitrophenyl)amino)pyridin [N+](=O)([O-])C1=C(C=CC=C1)NC=1C=CC=NC1